5-CYCLOPROPOXY-2-FORMYLISONICOTINAMIDE C1(CC1)OC1=CN=C(C=C1C(=O)N)C=O